Cl[Pd+] (chloro)palladium(II)